(chloromethylene)-N-methylmethanaminium chloride [Cl-].ClC=C[NH2+]C